C(C)C(CCCC=C)=CCCC 6-Ethyl-1,6-decadiene